OC([C@@H](N)C(=O)O)CC1=CC=CC=C1 beta-hydroxy-R-homophenylalanine